N6-trifluoroacetyl-L-lysine C(CCNC(=O)C(F)(F)F)C[C@@H](C(=O)O)N